3-({[(1R)-6-[benzyl-(methyl)amino]-1,2,3,4-tetrahydronaphthalen-1-yl]methyl}amino)pyridine-4-carboxylic acid methyl ester COC(=O)C1=C(C=NC=C1)NC[C@@H]1CCCC2=CC(=CC=C12)N(C)CC1=CC=CC=C1